[(6R)-6-fluoro-6,7-dihydro-5H-pyrrolo[1,2-c]imidazol-1-yl]-N-thiazol-2-yl-acetamide F[C@@H]1CC=2N(C=NC2CC(=O)NC=2SC=CN2)C1